C(#N)C=1C=NN2C1C(=CC(=C2)C=2C=NN(C2)C)N2C[C@@H](N(CC2)C(=O)NCC=2C=NC(=CC2)N2N=CC(=C2)F)C (S)-4-(3-cyano-6-(1-methyl-1H-pyrazol-4-yl)pyrazolo[1,5-a]pyridin-4-yl)-N-((6-(4-fluoro-1H-pyrazol-1-yl)pyridin-3-yl)methyl)-2-methylpiperazine-1-carboxamide